N-[(1S)-1-(dicyclopropylmethyl)-2-[[5-(5-ethyl-3-methyl-1H-pyrazol-4-yl)-6-fluoro-2-pyridyl]amino]-2-oxo-ethyl]-3-methyl-isoxazole-4-carboxamide C1(CC1)C([C@@H](C(=O)NC1=NC(=C(C=C1)C=1C(=NNC1CC)C)F)NC(=O)C=1C(=NOC1)C)C1CC1